(R)-N-((4-methyl-1-(4-(trifluoromethyl)phenyl)-1,2,3,4-tetrahydropyrido[2,3-b]pyrazin-3-yl)methyl)acrylamide CN1C2=C(N(C[C@H]1CNC(C=C)=O)C1=CC=C(C=C1)C(F)(F)F)C=CC=N2